3-[2,3-bis(3-sulfanylpropoxy)propoxy]propane-1-Thiol SCCCOC(COCCCS)COCCCS